OC=1C=C2OC=3C=C4C(=CC3C(C2=C(C1)OC)=O)OCO4 7-hydroxy-9-methoxy-10H-[1,3]dioxolo[4,5-b]xanthene-10-one